Cl.C(CC=C)N but-3-en-1-amine hydrochloride